2-(1-(2-chloro-5-((1-(2-fluoroethyl)-1H-pyrazol-4-yl)ethynyl)pyridin-4-yl)piperidin-4-yl)ethan-1-ol ClC1=NC=C(C(=C1)N1CCC(CC1)CCO)C#CC=1C=NN(C1)CCF